CN[C@@H]1CN(CCC1)C1=C2C(=NC=C1)NC=C2C=2SC=CN2 (3S)-N-methyl-1-(3-thiazol-2-yl-1H-pyrrolo[2,3-b]pyridin-4-yl)piperidin-3-amine